FC=1C=C(C=CC1F)N1CCN(CC1)C(CCC(=O)C1=NC=CC=C1)=O 1-[4-(3,4-difluorophenyl)piperazin-1-yl]-4-(2-pyridyl)butane-1,4-dione